BrC1=C(C=NN(C1=O)C)N[C@@H]1C[C@@H](CN(C1)C)C1=CC=C(C(=O)N2CCN(CC2)CCOC2=C3C(N(C(C3=CC=C2)=O)C2C(NC(CC2)=O)=O)=O)C=C1 4-(2-(4-(4-((3R,5R)-5-((5-bromo-1-methyl-6-oxo-1,6-dihydropyridazin-4-yl)amino)-1-methylpiperidin-3-yl)benzoyl)piperazin-1-yl)ethoxy)-2-(2,6-dioxopiperidin-3-yl)isoindoline-1,3-dione